C1=CC(=CC=2OC3=CC=CC=C3C3(C12)C1=CC=CC=C1C=1C=CC=CC13)B(O)O spiro[fluorene-9,9'-xanthene]-3'-yl-boronic acid